5-chloro-4-(1H-indol-3-yl)-N-(1-methyl-3-(4-nitrobenzyl)-1H-pyrazol-5-yl)pyrimidin-2-amine ClC=1C(=NC(=NC1)NC1=CC(=NN1C)CC1=CC=C(C=C1)[N+](=O)[O-])C1=CNC2=CC=CC=C12